3-(methyl-(4-(5-(trifluoromethyl)-1,2,4-oxadiazol-3-yl)benzyl)amino)-4-(((1-methyl-1H-pyrazol-4-yl)methyl)amino)cyclobut-3-ene-1,2-dione CN(C=1C(C(C1NCC=1C=NN(C1)C)=O)=O)CC1=CC=C(C=C1)C1=NOC(=N1)C(F)(F)F